5-bromo-2-(trifluoromethyl)thiazole-4-carboxylic acid BrC1=C(N=C(S1)C(F)(F)F)C(=O)O